1-Methyl-3-(4-methyl-3-penten-1-yl)-3-cyclohexene-1-carboxaldehyde CC1(CC(=CCC1)CCC=C(C)C)C=O